1-(4-(2-(4-isopropyl-5-(8-methyl-[1,2,4]triazolo[1,5-a]pyridin-6-yl)-1H-pyrazol-3-yl)pyrimidin-5-yl)piperidin-1-yl)-2-methylpropan-2-ol C(C)(C)C=1C(=NNC1C=1C=C(C=2N(C1)N=CN2)C)C2=NC=C(C=N2)C2CCN(CC2)CC(C)(O)C